ClC1=C(C=C(OCC(=O)NC23COC(CC2)(CC3)C(=O)NCC3=CC(=C(C=C3)Cl)F)C=C1)F 4-[2-(4-chloro-3-fluorophenoxy)acetamido]-N-[(4-chloro-3-fluorophenyl)methyl]-2-oxabicyclo[2.2.2]octane-1-carboxamide